C([C@@H](O)C1=CC=CC=C1)(=O)O.N[C@H](C)C=1SC(=CN1)C(=O)NC1=NC=C(C(=C1)C(F)(F)F)Cl 2-((1R)-1-aminoethyl)-N-(5-chloro-4-(trifluoromethyl)pyridin-2-yl)-1,3-thiazole-5-carboxamide (S)-mandelate